NC1=C2NC(N(C2=NC=N1)C1CC(CCC1)O[Si](C1=CC=CC=C1)(C1=CC=CC=C1)C(C)(C)C)=O 6-amino-9-(3-((tert-butyldiphenylsilyl)oxy)cyclohexyl)-7,9-dihydro-8H-purin-8-one